C(C(=O)[O-])(=O)O.[Li+] lithium Hydrogen oxalate